FC=1C=C(C=C(C1CN[C@@H]1CNC(CC1)=O)OC)C=1C(=C(C=CC1)C1=C(C(=CC=C1)NC(=O)C=1C(N(C(N(C1)C)=O)C)=O)C)C (S)-N-(3''-fluoro-5''-methoxy-2,2'-dimethyl-4''-(((6-oxopiperidin-3-yl)amino)methyl)-[1,1':3',1''-terphenyl]-3-yl)-1,3-dimethyl-2,4-dioxo-1,2,3,4-tetrahydropyrimidine-5-carboxamide